4-(trifluoromethoxy)thiophenol FC(OC1=CC=C(C=C1)S)(F)F